1-(4-fluoro-2-meth-ylphenyl)-3-(6-methoxy-2-methyl-pyridin-3-yl)-6-(trifluoromethyl)-2,3-dihydropyrido-[3,4-d]pyrimidin-4(1H)-one FC1=CC(=C(C=C1)N1CN(C(C2=C1C=NC(=C2)C(F)(F)F)=O)C=2C(=NC(=CC2)OC)C)C